di-isooctyl methyl phosphate P(=O)(OCCCCCC(C)C)(OCCCCCC(C)C)OC